C(CCCCC)(=O)OCCCCCCCCCCCCCCCCCCCCCCCCCCCCCC n-triacontyl hexanoate